4-[[2,3-dichloro-6-(prop-2-en-1-yloxy)phenyl](hydroxy)methyl]pyridine-2-carbonitrile ClC1=C(C(=CC=C1Cl)OCC=C)C(C1=CC(=NC=C1)C#N)O